C(C1=CC=CC=C1)OC1=C(N(N=C1C)CCC#CC)C1=NN=CN1CC1=CC=C(C=C1)OC 3-(4-benzyloxy-5-methyl-2-pent-3-ynyl-pyrazol-3-yl)-4-[(4-methoxyphenyl)methyl]-1,2,4-triazole